C(CCCCCCCCCCC(=O)OCC(CCCC)CC)(=O)OCC(CCCC)CC Di(2-ethylhexyl) dodecanedioate